5-(7-fluoro-2-methyl-2H-indazol-5-yl)-2-[6-(3,3,5,5-tetramethylpiperazin-1-yl)pyridazin-3-yl]pyridin-3-ol hydrochloride Cl.FC1=CC(=CC2=CN(N=C12)C)C=1C=C(C(=NC1)C=1N=NC(=CC1)N1CC(NC(C1)(C)C)(C)C)O